(2S,4R)-N-[(S)-(5-cyclopropyl-6-fluoropyridin-2-yl)(phenyl)methyl]-4-fluoro-1-{2-[(2-methylpyrimidin-4-yl)amino]acetyl}pyrrolidine-2-carboxamide C1(CC1)C=1C=CC(=NC1F)[C@@H](NC(=O)[C@H]1N(C[C@@H](C1)F)C(CNC1=NC(=NC=C1)C)=O)C1=CC=CC=C1